C(C1=CC=CC=C1)OC1CC2(C(N(C=3C=NC=4C=C(C(=CC4C32)Br)F)C)=O)C1 3-(benzyloxy)-8'-bromo-7'-fluoro-3'-methyl-spiro[cyclobutane-1,1'-pyrrolo[2,3-c]quinolin]-2'(3'h)-one